4-(6-(6-((5-Fluoro-6-methoxypyridin-3-yl)methyl)-3,6-diazabicyclo[3.1.1]heptan-3-yl)pyridin-3-yl)-6-(2-hydroxy-2-methylpropoxy)-N,N-dimethylpyrazolo[1,5-a]pyridine-3-carboxamide FC=1C=C(C=NC1OC)CN1C2CN(CC1C2)C2=CC=C(C=N2)C=2C=1N(C=C(C2)OCC(C)(C)O)N=CC1C(=O)N(C)C